CC(C)(COP(=O)([O-])OP(=O)([O-])OC[C@@H]1[C@H]([C@H]([C@@H](O1)N2C=NC3=C(N=CN=C32)N)O)OP(=O)([O-])[O-])[C@H](C(=O)NCCC(=O)NCCSC(=O)C(C)(C)O)O The molecule is an acyl-CoA(4-) obtained by deprotonation of the phosphate and diphosphate OH groups of 2-hydroxyisobutanoyl-CoA; major species at pH 7.3 It is a conjugate base of a 2-hydroxyisobutanoyl-CoA.